ClC=1C=C(C=CC1)C(CO)NC(=O)C1=CN(C=C1)C1=CC(=NC=C1C)NC1COCC1 N-(1-(3-chlorophenyl)-2-hydroxyethyl)-1-(5-methyl-2-((tetrahydrofuran-3-yl)amino)pyridin-4-yl)-1H-pyrrole-3-carboxamide